1,4-dihydro-6-methylquinoxaline-2,3-dione CC=1C=C2NC(C(NC2=CC1)=O)=O